2,5-di(t-butyl-peroxy)-2,5-Dimethylhexyne C(C)(C)(C)OOC(C)(C#CC(C)(C)OOC(C)(C)C)C